C(C=C)OCCC1C(C1C=1C(CCC1C)=O)(C)C 2-(3-(2-(allyloxy)ethyl)-2,2-dimethylcyclopropyl)-3-methylcyclopent-2-en-1-one